Benzyl (3R)-7-cyclopropyl-4-oxo-6-{[m-(trifluoromethyl)phenyl]methyl}-1-thia-3a-aza-3-indancarboxylate C1(CC1)C=1C(=CC(N2[C@@H](CSC12)C(=O)OCC1=CC=CC=C1)=O)CC1=CC(=CC=C1)C(F)(F)F